Cl.C(C)OC(NC(CC1=C(C=C(C(=C1)C)Br)F)=O)=O 2-(4-bromo-2-fluoro-5-methylphenyl)acetylcarbamic acid ethyl ester hydrochloride